FC1=C(C=C(C=C1F)F)CC(C=C)=O (2,3,5-trifluorophenyl)but-3-en-2-one